3-(((((S)-5-oxopyrrolidin-2-yl)methyl)amino)methyl)-4H-pyrido[1,2-a]pyrimidin O=C1CC[C@H](N1)CNCC1=CN=C2N(C1)C=CC=C2